CN1N=NC2=C1C=CC(=C2C)[C@@H](CC(=O)OCC)C=2C=C(C1=C(C=CS1)C2)CN2CC1(OC3=C(C2)N=C(C=C3)O)CC1 Ethyl (3S)-3-(1,4-dimethyl-1H-benzotriazol-5-yl)-3-{7-[(7'-hydroxy-3'H-spiro[cyclopropane-1,2'-pyrido[2,3-f][1,4]oxazepin]-4'(5'H)-yl)methyl]-1-benzothiophen-5-yl}propanoate